5-Chloro-N-(3-(3,3-dimethylbutyl)-3-azaspiro[5.5]undecan-9-yl)-1-methyl-3-(5-methylisoxazol-3-yl)-1H-pyrazole-4-carboxamide ClC1=C(C(=NN1C)C1=NOC(=C1)C)C(=O)NC1CCC2(CCN(CC2)CCC(C)(C)C)CC1